CC1=C(C=C(C=C1)[N+](=O)[O-])C=1C(=NC2=CC(=NC=C2C1)NC)C#N 3-(2-methyl-5-nitrophenyl)-7-(methylamino)-1,6-naphthyridine-2-carbonitrile